3,5-diiodo-4-(2-oxopropoxy)benzonitrile IC=1C=C(C#N)C=C(C1OCC(C)=O)I